di(1,1,2,2-tetrafluoroethoxy)methane FC(C(F)F)(OCOC(C(F)F)(F)F)F